bis-trifluoromethyl-sulfimide FC(F)(F)S(=N)C(F)(F)F